FC(C=1C=C2C=C(NC2=CC1)CNCCCCOCCNC1=C2C=NNC2=CC(=C1)C(=O)OC)(F)F methyl 4-((2-(4-(((5-(trifluoromethyl)-1H-indol-2-yl)methyl)amino)butoxy)ethyl)amino)-1H-indazole-6-carboxylate